C12(C=CC(CC1)C2)CC[Si](OC)(OC)C norbornenylethylmethyldimethoxysilane